1-(4-(7-chloro-6-(2-chlorophenyl)quinazolin-4-yl)piperazin-1-yl)prop-2-en-1-one ClC1=C(C=C2C(=NC=NC2=C1)N1CCN(CC1)C(C=C)=O)C1=C(C=CC=C1)Cl